5-(2-methylphenyl)-1,3,4-oxadiazole-2-carboxylic acid hydrazide CC1=C(C=CC=C1)C1=NN=C(O1)C(=O)NN